ClCC1=C(C(=O)OCC)C=CC(=C1)O[C@H]1CN(CC1)CC Ethyl (R)-2-(chloromethyl)-4-((1-ethylpyrrolidin-3-yl)oxy)benzoate